2-(((1R,2R,3R,4S)-2,3-dihydroxy-4-(4-methyl-7H-pyrrolo[2,3-d]pyrimidin-7-yl)cyclopentyl)oxy)-5-fluorobenzonitrile O[C@H]1[C@@H](C[C@@H]([C@H]1O)N1C=CC2=C1N=CN=C2C)OC2=C(C#N)C=C(C=C2)F